C1(=CC=CC=C1)N(C1=CC=C(C=C1)C1=CC=C(N(C2=CC=CC3=CC=CC=C23)C2=CC=CC=C2)C=C1)C1=CC=CC2=CC=CC=C12 N,N'-diphenyl-N,N'-dinaphthylbenzidine